NC1=C2C(=NC=N1)N(N=C2C=2C(=NC(=CC2)OC2=CC=CC=C2)F)C(C)C2=NC1=CC=CC=C1C(N2C2=CC=CC=C2)=O 2-(1-(4-amino-3-(2-fluoro-6-phenoxypyridin-3-yl)-1H-pyrazolo[3,4-d]pyrimidin-1-yl)ethyl)-3-phenylquinazolin-4(3H)-one